C(C)C=1C=C(C=CC1)NC(=O)C1C(=NN(C1=O)C1=CC=CC=C1)C(C)C N-(3-ethylphenyl)-3-isopropyl-5-oxo-1-phenyl-4,5-dihydro-1H-pyrazole-4-carboxamide